tert-butyl (3-(1,8-naphthyridin-2-yl)propyl)carbamate N1=C(C=CC2=CC=CN=C12)CCCNC(OC(C)(C)C)=O